F[C@H]1CN(CC1)CCCC(=O)O 4-[(3R)-3-fluorotetrahydro-1H-pyrrol-1-yl]butanoic acid